4-(2-(2-(1-methyl-1H-pyrazol-4-yl)ethoxy)-6-(methylsulfonyl)pyrimidin-4-yl)morpholine CN1N=CC(=C1)CCOC1=NC(=CC(=N1)N1CCOCC1)S(=O)(=O)C